C1(CC1)C=1C=CC=2N(C1)C=C(N2)CNC2=CC(=NC=N2)NC(CN2C(C=CC(=C2)OC)=O)=O N-(6-(((6-cyclopropylimidazo[1,2-a]pyridin-2-yl)methyl)amino)pyrimidin-4-yl)-2-(5-methoxy-2-oxopyridin-1(2H)-yl)acetamide